C(#N)C1=CC=C(C=C1)NC(=O)C1CC(CCC1C(C)C)C Menthanecarboxylic acid N-(4-cyanophenyl) amide